methyl 5-{4-[(tert-butoxycarbonyl) (cyclopropyl) amino] piperidin-1-yl}cinnoline-8-carboxylate C(C)(C)(C)OC(=O)N(C1CCN(CC1)C1=C2C=CN=NC2=C(C=C1)C(=O)OC)C1CC1